C1(CC2C(CC1)O2)CC[Si](CC)(CC)OC β-(3,4-epoxycyclohexyl)ethyl-methoxydiethylsilane